CN1N=CC(=C1)C=1C=CC=2N(C1)C(=CN2)C2=NC(=NC=C2)NC2=NC=C(C=C2)N2CCN(CC2)C 4-(6-(1-methyl-1H-pyrazol-4-yl)imidazo[1,2-a]pyridin-3-yl)-N-(5-(4-methylpiperazin-1-yl)pyridin-2-yl)pyrimidin-2-amine